fluoro-4-methylisoquinoline FC1=NC=C(C2=CC=CC=C12)C